C(C#CCC)(O)O pentaynediol